tert-butyl (R)-4-(amino(phenyl)methyl)piperidine-1-carboxylate N[C@H](C1CCN(CC1)C(=O)OC(C)(C)C)C1=CC=CC=C1